ClC=1C=C(C=NC1[C@H](C)OC)NC(=O)C=1C=NN(C1C(F)(F)F)C=1C=2N(C(=CC1)Cl)N=CC2 (S)-N-(5-chloro-6-(1-methoxyethyl)pyridin-3-yl)-1-(7-chloropyrazolo[1,5-a]Pyridin-4-yl)-5-(trifluoromethyl)-1H-pyrazole-4-carboxamide